4-((2,6-dimethyl-1-oxo-1,2,5,6-tetrahydropyridazino[4,5-c]quinolin-7-yl)amino)-N-(methyl-d3)pyridazine-3-carboxamide CN1N=CC=2CN(C=3C(=CC=CC3C2C1=O)NC1=C(N=NC=C1)C(=O)NC([2H])([2H])[2H])C